O1CCN(CC1)C=1C2=C(N=C(N1)C#C[Si](C)(C)C)CN(CC2)C(=O)OC(C)(C)C tert-Butyl 4-morpholino-2-(2-trimethylsilylethynyl)-6,8-dihydro-5H-pyrido[3,4-d]pyrimidine-7-carboxylate